N=C(C1=CSC(=C1)CNC(=O)[C@H]1N([C@H]2C[C@]2(C1)C)C(CNC(CCCOC1=CC=C(C=C1)S(=O)(=N)C)=O)=O)NC(OCC1=CC=CC=C1)=O benzyl (imino(5-(((1S,3S,5S)-5-methyl-2-((4-(4-(S-methylsulfonimidoyl)-phenoxy)butanoyl)glycyl)-2-azabicyclo[3.1.0]hexane-3-carboxamido)methyl)thiophen-3-yl)methyl)-carbamate